(R)-3-(1-acryloylpyrrolidin-3-yl)-7-amino-1-(4-(2,6-difluorophenoxy)phenyl)-1,5-dihydro-4H-pyrrolo[2,3-d]pyridazin-4-one C(C=C)(=O)N1C[C@H](CC1)C1=CN(C=2C(=NNC(C21)=O)N)C2=CC=C(C=C2)OC2=C(C=CC=C2F)F